4-((2-aminopyridin-3-yl)amino)azepane-1-carboxylic acid tert-butyl ester C(C)(C)(C)OC(=O)N1CCC(CCC1)NC=1C(=NC=CC1)N